(6R)-6-[3-(5-chloro-2-methoxypyridine-3-sulfonamido)-2,6-difluorophenyl]-N-methyl-5H,6H,8H-imidazo[4,3-c][1,4]oxazine-1-carboxamide ClC=1C=C(C(=NC1)OC)S(=O)(=O)NC=1C(=C(C(=CC1)F)[C@@H]1CN2C(CO1)=C(N=C2)C(=O)NC)F